2-(4-fluorobenzyl)1,3-indenedione FC1=CC=C(CC2C(C3=CC=CC=C3C2=O)=O)C=C1